C(CCCCCCCCCCCCCCC)OC(CCSCCC(NCCCN(CCCNC(CCCSCCC(=O)OCCCCCCCCCCCCCCCC)=N)CCCNC(CCCSCCC(=O)OCCCCCCCCCCCCCCCC)=N)=N)=O dihexadecyl 13-(3-(3-((3-(hexadecyloxy)-3-oxopropyl)thio)propanimidamido)propyl)-8,18-diimino-4,22-dithia-9,13,17-triazapentacosanedioate